benzyl 4-((tert-butoxycarbonyl)amino)butanoate C(C)(C)(C)OC(=O)NCCCC(=O)OCC1=CC=CC=C1